8-isopropyl-N-methyl-6,9-dioxo-5-(4-(trifluoromethyl)benzyl)-2,5,8-triazaspiro[3.5]nonane-2-carboxamide C(C)(C)N1CC(N(C2(CN(C2)C(=O)NC)C1=O)CC1=CC=C(C=C1)C(F)(F)F)=O